FC(OC=1C=NC(=NC1)NC1CCN(CC1)S(=O)(=O)C=1C=C(CN2CCC(CC2)C2=CC=C3C(=NN(C3=C2F)C)N2C(NC(CC2)=O)=O)C=CC1)F 1-(6-(1-(3-((4-((5-(difluoromethoxy)-pyrimidin-2-yl)amino)piperidin-1-yl)sulfonyl)benzyl)piperidin-4-yl)-7-fluoro-1-methyl-1H-indazol-3-yl)dihydropyrimidine-2,4(1H,3H)-dione